6-(cyclopropanecarboxamido)-4-((2-methoxy-3-(1-((2S,3S)-3-methoxyspiro[4.4]nonan-2-yl)-1H-pyrazol-4-yl)phenyl)amino)nicotinamide C1(CC1)C(=O)NC1=NC=C(C(=O)N)C(=C1)NC1=C(C(=CC=C1)C=1C=NN(C1)[C@H]1CC2(C[C@@H]1OC)CCCC2)OC